C(CC#C)C=1C=C(OC2=CC=C(C=N2)C(=O)OC)C=CC1 methyl 6-(3-but-3-ynylphenoxy)pyridine-3-carboxylate